O(P([O-])OP([O-])[O-])C(C)C isopropyl diphosphite